Ethyl (3aR,10aR)-8-((3-chloro-4-fluorophenyl)carbamoyl)-7-methyl-3a,4,10,10a-tetrahydro-1H,7H-dipyrrolo[3,4-b:3',4'-f][1,4,5]oxathiazocine-2(3H)-carboxylate 5,5-dioxide ClC=1C=C(C=CC1F)NC(=O)C=1N(C=C2C1OC[C@H]1[C@@H](NS2(=O)=O)CN(C1)C(=O)OCC)C